NC1=C(C(=NN1[C@H](C(F)(F)F)C)C1=CC=C(C=C1)CNC(C1=C(C=CC(=C1)F)OC)=O)C#N N-[[4-[(1S)-5-amino-4-cyano-1-(2,2,2-trifluoro-1-methyl-ethyl)pyrazol-3-yl]phenyl]methyl]-5-fluoro-2-methoxy-benzamide